N1(CCNCC1)CC=1C=CC(=NC1)N (5-(piperazin-1-ylmethyl)pyridin-2-yl)amine